FC=1C=C(C=CC1)S(=O)(=O)F 3-Fluorophenyl-sulfuryl fluoride